O[C@@H]1C[C@H](N(C1)C(=O)[C@H](C(C)(C)C)NC(CCCCCC(=O)O)=O)C(N[C@@H](C)C1=CC=C(C=C1)C1=C(N=CS1)C)=O 7-[[(1S)-1-[(2S,4R)-4-hydroxy-2-[[(1S)-1-[4-(4-methylthiazol-5-yl)phenyl]ethyl]carbamoyl]pyrrolidine-1-carbonyl]-2,2-dimethyl-propyl]amino]-7-oxo-heptanoic acid